C1(CC1)N1N=C2C(CN(C3=C(C=CC=C23)N)C)=N1 2-cyclopropyl-5-methyl-4,5-dihydro-2H-[1,2,3]triazolo[4,5-c]quinolin-6-amine